CC1=C(N(C2=CC=C(C=C12)S(F)(F)(F)(F)F)C(=O)OC(C)(C)C)B1OC(C(O1)(C)C)(C)C tert-butyl 3-methyl-5-(pentafluoro-λ6-sulfaneyl)-2-(4,4,5,5-tetramethyl-1,3,2-dioxaborolan-2-yl)-1H-indole-1-carboxylate